3β-(pyridine-3-ylmethoxy)-17-(1H-benzimidazol-1-yl)androsta-5,16-diene N1=CC(=CC=C1)CO[C@@H]1CC2=CC[C@H]3[C@@H]4CC=C([C@@]4(C)CC[C@@H]3[C@]2(CC1)C)N1C=NC2=C1C=CC=C2